tetraallyl-isophthalamide C(C=C)C1=C(C(=C(C(=C1C(=O)N)CC=C)C(=O)N)CC=C)CC=C